C(C)(C)(C)OC(CNC(CCCCCCC\C=C/C\C=C/CCCCC)=O)=O.BrCCOCCC(=O)N 3-(2-Bromoethoxy)propionamide tert-butyl-2-((9Z,12Z)-octadeca-9,12-dienamido)acetate